CC1=CC=C(O1)C1=CC=C(C=C1)C(C=C)=O (E)-4-(5-methylfuran-2-yl)-1-phenylpropan-2-en-1-one